(R)-4-(1-fluoro-1-((1-methyl-3-(trifluoromethyl)-1H-pyrazol-5-yl)sulfonyl)ethyl)piperidine hydrochloride Cl.F[C@](C)(S(=O)(=O)C1=CC(=NN1C)C(F)(F)F)C1CCNCC1